[O-]S(=O)(=O)C(F)(F)F.[Y+3].NCC1(CCN(CC1)C=1N=CC(=NC1)SC=1C(=C(C(=O)NS(=O)(=O)C2CCCC2)C=CC1)Cl)C.[O-]S(=O)(=O)C(F)(F)F.[O-]S(=O)(=O)C(F)(F)F 3-((5-(4-(Aminomethyl)-4-methylpiperidin-1-yl)pyrazin-2-yl)thio)-2-chloro-N-(cyclopentylsulfonyl)benzamide Yttrium(III) triflate